6-((4-((2-Ethyl-4-phenylthiazol-5-yl)oxy)pyridin-2-yl)amino)-N-(2-(4-isopropylpiperazin-1-yl)ethyl)nicotinamide C(C)C=1SC(=C(N1)C1=CC=CC=C1)OC1=CC(=NC=C1)NC1=NC=C(C(=O)NCCN2CCN(CC2)C(C)C)C=C1